CN1C(=NC2=C1C=CC(=C2)C(=O)O)NC=2SC1=C(N2)CCCC1 1-methyl-2-((4,5,6,7-tetrahydrobenzo[d]thiazol-2-yl)amino)-1H-benzo[d]imidazole-5-carboxylic acid